BrC1=C(C=C(CNC(=O)[C@@H]2NCCN(C2)C=2C=3C(N=CN2)=NN(C3)C3=CC=C(C=C3)C(F)(F)F)C=C1)C (R)-N-(4-bromo-3-methylbenzyl)-4-(2-(4-(trifluoromethyl)phenyl)-2H-pyrazolo[3,4-d]pyrimidin-4-yl)piperazine-2-carboxamide